(4-chlorophenyl)-3,6-dihydropyridine-1(2H)-carboxylic acid tert-butyl ester C(C)(C)(C)OC(=O)N1C(CC=CC1)C1=CC=C(C=C1)Cl